CC=1C=C(NC1)C(=O)O 4-METHYLPYRROLE-2-CARBOXYLIC ACID